C1(NC2(N3C1=CC=CC3=O)CCCCC2)=O spiro[cyclohexane-1,3'-imidazo[1,5-a]pyridine]-1',5'-dione